C(C1=CC=CC=C1)OC[C@@]1(CN(CC1)C1(COC1)C1=NOC=N1)C(C(F)(F)F)(C(F)(F)F)OC (R)-3-(3-(3-((benzyloxy)methyl)-3-(1,1,1,3,3,3-hexafluoro-2-methoxypropan-2-yl)pyrrolidin-1-yl)oxetan-3-yl)-1,2,4-oxadiazole